ClC=1C=C(C=CC1Cl)[C@@H](CC1=NC(=NC(=N1)N[C@@H](CO)CC(C)C)CS(=O)(=O)N)C (4-((R)-2-(3,4-Dichlorophenyl)propyl)-6-(((R)-1-hydroxy-4-methylpentan-2-yl)amino)-1,3,5-triazin-2-yl)methanesulfonamide